O1N=C(C2=C1C=CC=C2)N2CC(C2)CN2C(C(C1=CC=C(C=C21)C(=O)NC2=CNC1=CC=CC=C21)(C)C)=O ((1-(benzo[d]isoxazol-3-yl)azetidin-3-yl)methyl)-N-(1H-indol-3-yl)-3,3-dimethyl-2-oxoindoline-6-carboxamide